C(CCC)NC(OCC=CI)=O 3-iodo-2-propenyl butylcarbamate